C1(CC1)OC=1C=C(C=CC1)C1=CC(=NN1C1=C(C=CC=C1)N(C)C)COC(C(=O)OC)(C)C Methyl 2-([5-(3-cyclopropoxyphenyl)-1-[2-(dimethyl-amino)phenyl]-1H-pyrazol-3-yl]methoxy)-2-methylpropanoate